BrC=1C=C(C=C(C1)F)N(C1=NC(=NC2=CC(=CC=C12)Cl)NN)C N-(3-bromo-5-fluorophenyl)-7-chloro-2-hydrazino-N-methylquinazolin-4-amine